tributyl-(5-[1,3]Dioxolan-2-yl-thiophen-2-yl)-stannane C(CCC)[Sn](C=1SC(=CC1)C1OCCO1)(CCCC)CCCC